FC(CC(=O)OCCC(F)(F)F)(F)F 3,3,3-trifluoropropyl trifluoropropionate